Tridec-1,3,6,8-tetraen-12-one C=CC=CCC=CC=CCCC(C)=O